bis(1,2,3,6-tetrahydropyridine) bistrifluoroacetic acid salt FC(C(=O)O)(F)F.FC(C(=O)O)(F)F.N1CCC=CC1.N1CCC=CC1